The molecule is a pentacyclic triterpenoid that is 9beta,19-cyclolanostane substituted by an oxo group at position 3 and hydroxy groups at positions 7, 23R*, 24S*, 25 and 28. It has been isolated from the leaves of Combretum quadrangulare. It has a role as a plant metabolite. It is a pentol, a cyclic terpene ketone, a pentacyclic triterpenoid, a 3-oxo-5alpha-steroid and a 4alpha-hydroxymethyl steroid. It derives from a hydride of a cycloartane. C[C@H](C[C@H]([C@@H](C(C)(C)O)O)O)[C@H]1CC[C@@]2([C@@]1(CC[C@]34[C@H]2[C@H](C[C@@H]5[C@]3(C4)CCC(=O)[C@@]5(C)CO)O)C)C